C(C1=CC=CC=C1)N1C(C2=CC=C(C=C2CC1)OC1=C(C=CC=C1Cl)Cl)=O 4-((2-benzyl-1-oxo-1,2,3,4-tetrahydroisoquinolin-6-yl)oxy)-3,5-dichlorobenzene